C(C1=CC=CC=C1)N1N=C(C(N(C1=O)CC1=CC=CC=C1)=O)C1=CC=C(C=C1)CC 2,4-dibenzyl-6-(4-ethylphenyl)-1,2,4-triazine-3,5(2H,4H)-dione